ClC1=NC(=C(C=2N=C(N=C(C21)C2CCCCC2)SC)F)Cl (1R)-3-(5,7-dichloro-8-fluoro-2-(methylthio)pyrido[4,3-d]pyrimidin-4-yl)cyclohexane